FC1=C(C(=CC=C1C=1C=NN(C1)CC1=CC=NC=C1)O)N1CC(NS1(=O)=O)=O 5-(2-fluoro-6-hydroxy-3-(1-(pyridin-4-ylmethyl)-1H-pyrazol-4-yl)phenyl)-1,2,5-thiadiazolidin-3-one 1,1-dioxide